C(CCCC)C(CC(=O)OCC)CCCCC Ethyl 3-pentyloctanoate